(2S,5R)-5-(2-chlorophenyl)-1-(4-(6-chloropyridin-3-yl)benzoyl)pyrrolidine-2-carboxylic acid ClC1=C(C=CC=C1)[C@H]1CC[C@H](N1C(C1=CC=C(C=C1)C=1C=NC(=CC1)Cl)=O)C(=O)O